5-{2-[2-(7-methoxyquinoline-8-sulfonamido)phenyl]ethynyl}pyridine-2-carboxylic acid COC1=CC=C2C=CC=NC2=C1S(=O)(=O)NC1=C(C=CC=C1)C#CC=1C=CC(=NC1)C(=O)O